O[C@H]([C@H](CO)N1CCN(CCN(CCN(CC1)CC(=O)O)CC(=O)O)CC(=O)O)CO |r| 10-[(1SR,2RS)-2,3-dihydroxy-1-hydroxymethylpropyl]-1,4,7,10-tetraazacyclododecane-1,4,7-triacetic acid